4-(((6-methylpyridazin-3-yl)methyl)amino)-6-(5-methylthiazol-2-yl)quinazolin-8-ol CC1=CC=C(N=N1)CNC1=NC=NC2=C(C=C(C=C12)C=1SC(=CN1)C)O